COCOC1=CC=C(C=C1)C=CC(=C(C(CCC1=CC=C(C=C1)OC)=O)C(=O)OCC)O 1-(4-methoxymethoxyphenyl)-7-(4-methoxyphenyl)-3-hydroxy-4-ethoxycarbonyl-1,3-heptadien-5-one